Cl.Cl.N12CC(C(CC1)CC2)NCC2=CC=C(C=C2)OC (1-Aza-bicyclo[2.2.2]oct-3-yl)-(4-methoxy-benzyl)-amine dihydrochloride